C(#N)C=1C=C(C(=NC1)OC)S(=O)(=O)NC1=C(C(=C(C=C1)F)CCC=1C=C2C(=NC1)NN=C2)F 5-cyano-N-[2,4-difluoro-3-(2-[1H-pyrazolo[3,4-b]pyridin-5-yl]ethyl)phenyl]-2-methoxypyridine-3-sulfonamide